(trans-4-formylcyclohexyl)methanesulfonamide C(=O)[C@@H]1CC[C@H](CC1)CS(=O)(=O)N